O(O)C(CCCCCO)O 1-hydroperoxyhexane-1,6-diol